NC(CCC(=O)N1CCC(CC1)C1=NN(C=2C=CC=C(C12)C1=C(C=C2C=NN(C2=C1)C)F)CC(=O)NCC(=O)NCC(=O)OC)=O methyl (2-(3-(1-(4-amino-4-oxobutanoyl)piperidin-4-yl)-5'-fluoro-1'-methyl-1H,1'H-[4,6'-biindazol]-1-yl)acetyl)glycylglycinate